FC=1C(=NC=C(C1)F)C(=O)NC1=CC2=CN(N=C2C=C1C(C)(C)O)C1CCC(CC1)CO 3,5-difluoro-N-[2-[4-(hydroxymethyl)cyclohexyl]-6-(1-hydroxy-1-methyl-ethyl)indazol-5-yl]pyridine-2-carboxamide